6-((S)-2-((3aS,5S,6aR)-5-(4-fluorophenoxy)-3a-hydroxyhexahydrocyclopenta[c]pyrrol-2(1H)-yl)-1-hydroxyethyl)-3,4-dihydroquinolin-2(1H)-one FC1=CC=C(O[C@@H]2C[C@@]3([C@@H](CN(C3)C[C@@H](O)C=3C=C4CCC(NC4=CC3)=O)C2)O)C=C1